(2S)-2-aminopentanoic acid N[C@H](C(=O)O)CCC